N=1C=NN2C1C=CC(=C2)C2=CC(=NN2C2=NC(=CC=C2)C)CC(=O)NC2=CC(=CC=C2)S(=O)C 5-([1,2,4]triazolo[1,5-a]pyridin-6-yl)-N-(3-(methylsulfinyl)phenyl)-1-(6-methylpyridin-2-yl)-1H-pyrazole-3-carboxyamide